CCC=CCC(C)S(=O)(=O)[O-] hept-3-ene-6-sulfonate